C(#C)C1=CC(=C(N)C(=C1)F)F 4-ethynyl-2,6-difluoroaniline